CC1=CC=C(C=N1)S 6-methylpyridine-3-thiol